2-(2-morpholinoethoxy)benzylidene-thiazolidine-2,4-dione O1CCN(CC1)CCOC1=C(C=C2C(NC(S2)=O)=O)C=CC=C1